FC1=C(C=CC=C1)COC1=CC=2N(C=C1)N=C(C2C(=O)NC(C(=O)N(C)C)(CO)C)C 2-({5-[(2-fluorophenyl)methoxy]-2-methylpyrazolo[1,5-a]pyridin-3-yl}formamido)-3-hydroxy-N,N,2-trimethylpropanamide